6-Chloro-N-cyclopropyl-3-[(1R)-1-(3,6-dimethyl-4-oxo-2-phenyl-chromen-8-yl)ethoxy]pyridine-2-sulfonamide ClC1=CC=C(C(=N1)S(=O)(=O)NC1CC1)O[C@H](C)C=1C=C(C=C2C(C(=C(OC12)C1=CC=CC=C1)C)=O)C